6-chloro-N-[3,6-difluoro-5-(2-fluoroethoxy)pyridin-2-yl]-1H-indole-3-sulfonamide ClC1=CC=C2C(=CNC2=C1)S(=O)(=O)NC1=NC(=C(C=C1F)OCCF)F